OC(COC(C(=C)C)=O)C.ON1C(C(CC1=O)S(=O)(=O)O)=O N-hydroxysulfosuccinimide 2-hydroxypropylmethacrylate